N,N-dimethylpropanamid CN(C(CC)=O)C